tert-butyl 2-(7-chloro-4-oxo-3,4-dihydrophthalazin-1-yl)azetidine-1-carboxylate ClC1=CC=C2C(NN=C(C2=C1)C1N(CC1)C(=O)OC(C)(C)C)=O